CN1CCC(=CC1)C1=C(SC=C1)C(=O)OC methyl 3-(1-methyl-1,2,3,6-tetrahydropyridin-4-yl)thiophene-2-carboxylate